C(C1=CC=CC=C1)OC1=C(C=C(C=C1F)F)C1=CC(=C(C=C1F)F)C[C@]1(C[C@H](CC1)NS(=O)(=O)C)C(=O)N (1R,3S)-1-((2'-(benzyloxy)-3',4,5',6-tetrafluoro-[1,1'-biphenyl]-3-yl)methyl)-3-(methylsulfonamido)cyclopentane-1-carboxamide